1-(3-((2-((3-methyl-1-(1-methylpyrrolidin-3-yl)-1H-pyrazol-4-yl)amino)-5-(trifluoromethyl)pyrimidin-4-yl)amino)propyl)azetidin-2-one CC1=NN(C=C1NC1=NC=C(C(=N1)NCCCN1C(CC1)=O)C(F)(F)F)C1CN(CC1)C